(R)-4-((1-(3-amino-5-(trifluoromethyl)phenyl)ethyl)amino)-6-(4-methylpiperazin-1-yl)quinoline NC=1C=C(C=C(C1)C(F)(F)F)[C@@H](C)NC1=CC=NC2=CC=C(C=C12)N1CCN(CC1)C